[I-].C[N+]1([C@@H](CCCC1)CCN(C1=CC=CC=C1)C1CC2=CC=CC=C2C1)C (S)-1,1-dimethyl-2-[2-((indan-2-yl)(phenyl)amino)ethyl]piperidinium iodide